(E)-N'-(8-bromo-6-iodoquinoxalin-5-yl)-N,N-dimethylmethanimidamide BrC=1C=C(C(=C2N=CC=NC12)/N=C/N(C)C)I